C1(CC1)C1=C(C(=NO1)C1=C(C=CC=C1C)F)CO[C@H]1[C@@H]2C(N([C@H](C1)C2)CC2=CC=C(C=C2)OC)=O (1S,4R,5R)-5-[[5-cyclopropyl-3-(2-fluoro-6-methylphenyl)-1,2-oxazol-4-yl]methoxy]-2-[(4-methoxyphenyl)methyl]-2-azabicyclo[2.2.1]heptan-3-one